5-(2-Hydroxy-5-fluorophenyl)-2-[4-(trifluoromethyl)phenyl]-1H-imidazole OC1=C(C=C(C=C1)F)C1=CN=C(N1)C1=CC=C(C=C1)C(F)(F)F